C(OC(C)C)(=O)Cl Propan-2-yl carbonochloridate